BrC1=NN(C=2C=CC=C(C12)C(=O)OC)C1=CC=C(C=C1)S(F)(F)(F)(F)F methyl 3-bromo-1-(4-(pentafluoro-λ6-sulfanyl)phenyl)-1H-indazole-4-carboxylate